(E)-1-(1-methyl-1H-imidazol-2-yl)-3-phenylpropan-2-en-1-one CN1C(=NC=C1)C(\C=C\C1=CC=CC=C1)=O